N-(4-(6-(N-ethyl-N-(4-fluorophenyl)sulfanylamino)-3-(4-hydroxyphenyl)-7-oxabicyclo[2.2.1]hept-2-en-2-yl)phenyl)-6-selenocyanohexanamide C(C)N(SC1=CC=C(C=C1)F)C1CC2C(=C(C1O2)C2=CC=C(C=C2)NC(CCCCC[Se]C#N)=O)C2=CC=C(C=C2)O